(2R)-N2-(4-Bromophenyl)-N1-(4-chloro-3-methylphenyl)pyrrolidine-1,2-dicarboxamide BrC1=CC=C(C=C1)NC(=O)[C@@H]1N(CCC1)C(=O)NC1=CC(=C(C=C1)Cl)C